ClC=1C=C(C=CC1C)N1C=2C=CC=CC2C=2C3=C(C(=CC12)C1=CC(=CC(=C1)C(C)(C)C)C(C)(C)C)C=CC=C3 7-(3-chloro-4-methylphenyl)-5-(3,5-di-tert-butylphenyl)-7H-benzo[c]carbazole